ClC=1C(=NC(=NC1)NC=1C=CC(=C(C1)NC(C)=O)N1C[C@@H](CC1)N(C)C)C1=CN(C2=C(C=CC=C12)F)C (R)-N-(5-((5-chloro-4-(7-fluoro-1-methyl-1H-indol-3-yl)pyrimidin-2-yl)amino)-2-(3-(dimethylamino)pyrrolidin-1-yl)phenyl)acetamide